C1(CC1)CS1C(NN=C1C1=CC=NC(=C1)F)(N)C=1NC=CC1 1-cyclopropylmethyl-6-fluoro-2-(2-pyrrolyl)-5-(4-pyridinyl)-1,3,4-thiadiazol-2-amine